COC1=CC=C(CNC2=NC=C(C(=N2)N[C@H](CO)C2=CC=CC=C2)C2=NC(=NO2)C23CCN(CC2)CC3)C=C1 (S)-2-((2-((4-methoxybenzyl)amino)-5-(3-(quinuclidin-4-yl)-1,2,4-oxadiazol-5-yl)pyrimidin-4-yl)amino)-2-phenylethan-1-ol